ClC1=C(C=C(C=C1)F)C1NC(C2=CC(=CC(=C12)NC(C1=CC(=CC(=C1)C(F)(F)F)F)=O)C=1C=CC=2N(C1)N=CN2)=O N-[3-(2-chloro-5-fluorophenyl)-1-oxo-6-{[1,2,4]triazolo[1,5-a]pyridin-6-yl}-2,3-dihydro-1H-isoindol-4-yl]-3-fluoro-5-(trifluoromethyl)benzamide